C(CCCCCCCCCCCCCCCCCCC)O cis-eicosyl alcohol